CN1N=C(C(=C1)NC1=NC=C(C(=N1)C1=CNC2=C(C=CC=C12)NC([C@H](CC)N1CCN(CC1)C)=O)F)C (2S)-N-(3-{2-[(1,3-dimethyl-1H-pyrazol-4-yl)amino]-5-fluoropyrimidin-4-yl}-1H-indol-7-yl)-2-(4-methylpiperazin-1-yl)butanamide